2-{[4-({2-[(4-cyano-2-fluorophenoxy)methyl]pyrimidin-4-yl}oxy)-2-fluorophenyl]methyl}-1-[(1-ethyl-1H-imidazol-5-yl)methyl]-1H-1,3-benzodiazole-6-carboxylic acid C(#N)C1=CC(=C(OCC2=NC=CC(=N2)OC2=CC(=C(C=C2)CC2=NC3=C(N2CC2=CN=CN2CC)C=C(C=C3)C(=O)O)F)C=C1)F